(6-((5-bromo-2-((2,5-dichloro-4-(4-(4-methylpiperazin-1-yl)piperidin-1-yl)phenyl)amino)pyrimidine-4-Yl)Amino)-2,3-dihydrobenzofuran-5-yl)dimethylphosphine oxide BrC=1C(=NC(=NC1)NC1=C(C=C(C(=C1)Cl)N1CCC(CC1)N1CCN(CC1)C)Cl)NC1=CC2=C(CCO2)C=C1P(C)(C)=O